ClC=1C=C(C=CC1)S(=O)(=O)OC1=C(OC2=CC(=CC(=C2C1=O)OC)OC)C1=CC(=C(C(=C1)OC)OC)OC 5,7-dimethoxy-4-oxo-2-(3,4,5-trimethoxyphenyl)-4H-chromen-3-yl 3-chlorobenzenesulfonate